FC1=CC=C(C(=O)NC2CCC(CC2)NC2=CC(=C(C=C2)C#N)C(F)(F)F)C=C1 4-fluoro-N-[(1s,4s)-4-{[4-cyano-3-(trifluoromethyl)phenyl]amino}cyclohexyl]benzamide